acryloyloxyethyldimethoxyphenylsilane C(C=C)(=O)OCC[Si](C1=CC=CC=C1)(OC)OC